COC1=CC(=CC=2N1N=CN2)OC2=C(C=C(C=C2)CC(=O)N)C [4-({5-methoxy-[1,2,4]triazolo[1,5-a]pyridin-7-yl}oxy)-3-methylphenyl]acetamide